(S)-N-((S)-(5-chloro-6-(trifluoromethyl)pyridin-2-yl)(4-chlorophenyl)methyl)-2-oxooxazolidine-5-carboxamide ClC=1C=CC(=NC1C(F)(F)F)[C@@H](NC(=O)[C@@H]1CNC(O1)=O)C1=CC=C(C=C1)Cl